COC1=NC(=NC=C1C(NC=1N=CC=2N(C1)C=C(N2)C)=O)N(C2CCN(CC2)C(=O)OC(C)(C)C)C tert-butyl 4-((4-methoxy-5-((2-methylimidazo[1,2-a]pyrazin-6-yl)carbamoyl)pyrimidin-2-yl)(methyl)amino)piperidine-1-carboxylate